tert-butyl 4-[4-[4-[2-[4-(tert-butoxycarbonylamino)cyclohexyl]-2,2-difluoro-ethyl]piperazin-1-yl]phenyl]-4-cyano-butanoate C(C)(C)(C)OC(=O)NC1CCC(CC1)C(CN1CCN(CC1)C1=CC=C(C=C1)C(CCC(=O)OC(C)(C)C)C#N)(F)F